4-(5,6-Dimethyl-2-pyridin-2-yl-pyridin-3-yl)oxypyridin CC=1C=C(C(=NC1C)C1=NC=CC=C1)OC1=CC=NC=C1